1-(2-(trimethoxysilyl)ethyl)cyclohexane CO[Si](CCC1CCCCC1)(OC)OC